ClC=1C(=NC(=NC1)NC1=C(C=C(C(=C1)CC)N1CCC(CC1)N1CC(C1)N(C)C)OC)NC1=C(C2=C(OCCO2)C=C1)P(C)C (6-((5-chloro-2-((4-(4-(3-(dimethylamino)azetidine-1-yl)piperidin-1-yl)-5-ethyl-2-methoxyphenyl)amino)pyrimidin-4-yl)amino)-2,3-dihydrobenzo[b][1,4]dioxin-5-yl)dimethylphosphine